CS(=O)(=O)OC1=C(C(=C(C=C1)OS(=O)(=O)C)COC(C)=O)COC(C)=O 1,4-bis(methylsulfonyloxy)-2,3-bis(acetyloxymethyl)benzene